CC(C(CCCC(=O)O)C(=O)O)(C)C(=O)O 5-Methyl-1,4,5-hexanetricarboxylic acid